4'-trifluoromethyl-4-propylbicyclohexane FC(C1CCC(CC1)C1CCC(CC1)CCC)(F)F